trans-1,4-bis(tridecafluorooctoxy)but-2-ene FC(C(C(C(C(OC\C=C\COC(C(C(C(C(CCC(F)(F)F)(F)F)(F)F)(F)F)(F)F)(F)F)(F)F)(F)F)(F)F)(F)F)(CCC(F)(F)F)F